tert-butyl 2-{5-[(4-bromo-1-methylpyrazol-3-yl)oxy]-2-fluorophenyl}-2-{5-[2-(3-fluoroazetidin-1-yl)ethyl]-2-oxo-4-(trifluoromethyl)pyridin-1-yl}acetate BrC=1C(=NN(C1)C)OC=1C=CC(=C(C1)C(C(=O)OC(C)(C)C)N1C(C=C(C(=C1)CCN1CC(C1)F)C(F)(F)F)=O)F